1-(4-(2-(3,4-dimethoxyphenyl)-3-isopropyl-1H-indol-5-yl)piperidin-1-yl)-2-morpholinoethan-1-one COC=1C=C(C=CC1OC)C=1NC2=CC=C(C=C2C1C(C)C)C1CCN(CC1)C(CN1CCOCC1)=O